2-[(4-{6-[(4-cyano-2-fluorobenzyl)oxy]pyridin-2-yl}piperazin-1-yl)methyl]-1-[(1-methyl-1H-imidazol-5-yl)methyl]-1H-benzimidazole-6-carboxylic acid C(#N)C1=CC(=C(COC2=CC=CC(=N2)N2CCN(CC2)CC2=NC3=C(N2CC2=CN=CN2C)C=C(C=C3)C(=O)O)C=C1)F